tert-Butyl 8-bromo-3,4-dihydroisoquinoline-2(1H)-carboxylate BrC=1C=CC=C2CCN(CC12)C(=O)OC(C)(C)C